2-(1-(((1-(3-(2-(7-chloroquinolin-2-yl)vinyl)-phenyl)-3-(2-(2-hydroxypropan-2-yl)phenyl)propyl)thio)methyl)cyclopropyl)acetate ClC1=CC=C2C=CC(=NC2=C1)C=CC=1C=C(C=CC1)C(CCC1=C(C=CC=C1)C(C)(C)O)SCC1(CC1)CC(=O)[O-]